ClC1=C(C=CC=C1)C=1N(C(=C(N1)C1=CC(=CC=C1)OC)C1=CC(=CC=C1)OC)N1C(=NC(=C1C1=CC(=CC=C1)OC)C1=CC(=CC=C1)OC)C1=C(C=CC=C1)Cl 2,2'-bis(o-chloro-phenyl)-4,4',5,5'-tetrakis(m-methoxyphenyl)-1,1'-biimidazole